ClC1=CC(=NC=C1C=C)N1CCN(CC1)C 1-(4-chloro-5-vinyl-2-pyridyl)-4-methyl-piperazine